ClC1=CC=CC2=C(C3=CC=CC=C3C(=C12)OC(=O)CCCCC)OC(=O)CCCCC 1-chloro-9,10-bis(n-pentylcarbonyloxy)anthracene